C(CC)OC(\C(\C)=C/C(=O)OCCC)=O citraconic acid dipropyl ester